(2R)-methyl 2-amino-3-(3-(1-ethoxyethyl)-5-fluorobenzamido)propanoate N[C@@H](C(=O)OC)CNC(C1=CC(=CC(=C1)F)C(C)OCC)=O